2-[[6-[5-bromo-3-(1-tetrahydropyran-2-ylpyrazol-4-yl)quinoxalin-6-yl]oxy-2-methyl-benzimidazol-1-yl]methoxy]ethyl-trimethyl-silane BrC1=C2N=C(C=NC2=CC=C1OC=1C=CC2=C(N(C(=N2)C)COCC[Si](C)(C)C)C1)C=1C=NN(C1)C1OCCCC1